3-Butyliden-1-benzo[C]furanone C(CCC)=C1C2=C(C(O1)=O)C=CC=C2